N-((3-ethyloxetan-3-yl)methyl)-4-((4-fluorophenyl)ethynyl)benzamide (S)-quinuclidin-3-yl-(5-(4-ethylphenyl)-2,2-dimethyl-2,3-dihydro-1H-inden-1-yl)carbamat N12CC(C(CC1)CC2)N(C(O)=O)[C@H]2C(CC1=CC(=CC=C21)C2=CC=C(C=C2)CC)(C)C.C(C)C2(COC2)CNC(C2=CC=C(C=C2)C#CC2=CC=C(C=C2)F)=O